((3-endo)-8-azabicyclo[3.2.1]oct-3-yl)carbamic acid tert-butyl ester C(C)(C)(C)OC(NC1CC2CCC(C1)N2)=O